2-methyl-decanediamine CC(C(N)N)CCCCCCCC